2-(3-(3-acetylphenyl)ureido)-N-(3-(2-methoxyethyl)-4-oxo-3,4-dihydroquinazolin-6-yl)-3-methylbutanamide C(C)(=O)C=1C=C(C=CC1)NC(NC(C(=O)NC=1C=C2C(N(C=NC2=CC1)CCOC)=O)C(C)C)=O